O[C@@H]1[C@H]2[C@@H]([C@H]([C@@H](C1)O2)C(=O)OC)C2=CC(=NN2C)C(F)(F)F |r| rac-methyl (1R,2R,3S,4R,5S)-5-hydroxy-3-(1-methyl-3-(trifluoromethyl)-1H-pyrazol-5-yl)-7-oxabicyclo[2.2.1]heptane-2-carboxylate